C(C)C1(C(=O)OCC1)CC diethyl-γ-butyrolactone